ClC=1C=CC2=C(N(CN(S2(=O)=O)[C@@H]([C@H](C)C2=C(C(=CC=C2F)C)C)C2=NNC(O2)=O)CCC)C1 5-((1S,2R)-1-(6-chloro-1,1-dioxido-4-propyl-3,4-dihydro-2H-benzo[e][1,2,4]thiadiazin-2-yl)-2-(6-fluoro-2,3-dimethylphenyl)propyl)-1,3,4-oxadiazol-2(3H)-one